N1=NSC2=C1C=CC=N2 thiadiazolopyridine